CC1(CNCCC1OC(NC)=O)C (3,3-dimethylpiperidin-4-yl)(methyl)carbamate